8-chloro-N-[(2-chloro-5-methoxyphenyl)sulfonyl]-6-(trifluoromethyl)imidazo[1,2-a]pyridine-2-carboxamide ClC=1C=2N(C=C(C1)C(F)(F)F)C=C(N2)C(=O)NS(=O)(=O)C2=C(C=CC(=C2)OC)Cl